ClC1=NC=NN2C1=C(C=C2)C2CCNCC2 4-chloro-5-(piperidin-4-yl)pyrrolo[2,1-f][1,2,4]triazine